Tetraethylammonium tetrachloroferrate CC[N+](CC)(CC)CC.[Cl-].Cl[Fe](Cl)Cl